C(C1=CC=CC=C1)OC1=C(C=CC=C1)S(=O)(=O)NC1=NOC2=C1C(=CC(=C2)CN2N=CC(=C2)CNS(=O)(=O)C)OC 2-(benzyloxy)-N-(4-methoxy-6-((4-(methylsulfonamidomethyl)-1H-pyrazol-1-yl)methyl)benzo[d]isoxazol-3-yl)benzenesulfonamide